O[C@@H]1[C@H](C2=CC=CC=C2C1)NC=1NC(/C(/N1)=C/C=1C=C2N=CC=NC2=CC1)=O (4Z)-2-[[(1S,2S)-2-Hydroxyindan-1-yl]amino]-4-(quinoxalin-6-ylmethylene)-1H-imidazol-5-one